6-(3-((trifluoromethoxy)methyl)azetidin-1-yl)quinoline-4-carboxylic acid FC(OCC1CN(C1)C=1C=C2C(=CC=NC2=CC1)C(=O)O)(F)F